C(CCCCCCCCCCCC=CCCCCCCCC)(=O)OCCCCCCCCCCCCCCCCCCC nonadecyl docos-13-enoate